(R)-2-((((9H-fluoren-9-yl)methoxy)carbonyl)(methyl)amino)-4,4-dimethylpentanoic acid C1=CC=CC=2C3=CC=CC=C3C(C12)COC(=O)N([C@@H](C(=O)O)CC(C)(C)C)C